C(C=C)(=O)OCC(O)CO.C(C=C)(=O)OCCOC(C=C)=O.C(C=C)(=O)OCCOC(C=C)=O glyceryl bis(acryloyloxyethyl) triacrylate